5-(4-((3-ethyl-2,4-dioxo-1,2,3,4-tetrahydrothieno[3,2-d]pyrimidin-6-yl)methyl)-4-fluoropiperidin-1-yl)-N,6-dimethylpicolinamide C(C)N1C(NC2=C(C1=O)SC(=C2)CC2(CCN(CC2)C=2C=CC(=NC2C)C(=O)NC)F)=O